1-(azetidin-1-yl)-2-(3-chloro-4-(6-(1-methylcyclopropoxy)-9-((4-methylpyridin-2-yl)methyl)-9H-purin-8-yl)phenyl)ethan-1-one N1(CCC1)C(CC1=CC(=C(C=C1)C=1N(C2=NC=NC(=C2N1)OC1(CC1)C)CC1=NC=CC(=C1)C)Cl)=O